(2R,3S,5R)-5-(6-amino-2-fluoro-9H-purin-9-yl)-2-(((tert-butyldiphenylsilyl)oxy)methyl)-2-ethynyltetrahydrofuran-3-yl (tert-butoxycarbonyl)glycinate C(C)(C)(C)OC(=O)NCC(=O)O[C@@H]1[C@@](O[C@H](C1)N1C2=NC(=NC(=C2N=C1)N)F)(C#C)CO[Si](C1=CC=CC=C1)(C1=CC=CC=C1)C(C)(C)C